N-((8-(5-(trifluoromethyl)pyridin-2-yl)imidazo[1,2-a]pyrazin-6-yl)methyl)acrylamide FC(C=1C=CC(=NC1)C=1C=2N(C=C(N1)CNC(C=C)=O)C=CN2)(F)F